CC1(CNCCC1)C 3,3-dimethylpiperidin